BrC=1C=C(OCCN(C(OC(C)(C)C)=O)C)C=C(C1)C#N tert-butyl [2-(3-bromo-5-cyanophenoxy)ethyl]methylcarbamate